1-cyclobutyl-N-((2-((4-(6-(methanesulfonyl)-1H-indazol-4-yl)-1H-1,2,3-triazole-1-yl)methyl)imidazo[1,2-a]pyridin-6-yl)methyl)methylamine C1(CCC1)CNCC=1C=CC=2N(C1)C=C(N2)CN2N=NC(=C2)C2=C1C=NNC1=CC(=C2)S(=O)(=O)C